O[C@@H]1CN(CC1)C(=O)C1=CC(=NC(=C1)C(F)(F)F)C(=O)NC1=CC(=CC=C1)C(CC1=NN=CN1C)(C)C (S)-4-(3-hydroxypyrrolidine-1-carbonyl)-N-(3-(2-methyl-1-(4-methyl-4H-1,2,4-triazol-3-yl)propan-2-yl)phenyl)-6-(trifluoromethyl)picolinamide